NC=1C2=C(N=C(N1)[2H])C=CC(=N2)C=2C=C(C=CC2)C2=CC(=NN2)C2(C(N(CC2)C)=O)O 3-(5-(3-(4-aminopyrido[3,2-d]pyrimidin-6-yl-2-d)phenyl)-1H-pyrazol-3-yl)-3-hydroxy-1-methylpyrrolidin-2-one